tert-butyl 4-(6-(ethylcarbamoyl)-2-methylpyridin-3-yl)piperazine-1-carboxylate C(C)NC(=O)C1=CC=C(C(=N1)C)N1CCN(CC1)C(=O)OC(C)(C)C